C(C)(C)(C)NCCC t-butyl-(propyl)amine